C(C)(C)(C)OC(=O)N1CCC2(C(C(OC2)C)=O)CC1 3-methyl-4-oxo-2-oxa-8-azaspiro[4.5]decane-8-carboxylic acid tert-butyl ester